C(C)(C)(C)OC(=O)N1C[C@H](CC1)C1=C(C=CC(=C1)C(=O)OCC)C (R)-3-(5-(ethoxycarbonyl)-2-methylphenyl)pyrrolidine-1-carboxylic acid tert-butyl ester